The molecule is a L-glutamine derivative that is L-glutamine substituted by a 1-[(carboxymethyl)amino]-1-oxobutan-2-yl at the terminal amino nitrogen atom. It has a role as a biomarker and a human metabolite. CC[C@@H](C(=O)NCC(=O)O)NC(=O)CC[C@@H](C(=O)O)N